BrC(C(=O)OC=1C=CC=C2C=CC(NC12)=O)CC 8-(alpha-bromobutyryloxy)-quinolin-2-one